(2s,4s)-8-methyl-6-oxo-7-oxa-5-azaspiro[3.4]octane-2-carboxylic acid tert-butyl ester C(C)(C)(C)OC(=O)C1CC2(C1)NC(OC2C)=O